COC1=CC2=CC3=C(C(OC3)=O)C(=C2C=C1OC)C1=CN=C2N1N=C(C=C2)N2CCOCC2 6,7-dimethoxy-9-(6-morpholinoimidazo[1,2-b]pyridazin-3-yl)naphtho[2,3-c]furan-1(3H)-one